ClC=1C=2C(=CNC2C2=C(C1)CN(S(N2)(=O)=O)CC=2C=C(C#N)C=CC2)Cl 3-((6,7-dichloro-2,2-dioxido-4,9-dihydro-[1,2,6]thiadiazino[4,3-g]indol-3(1H)-yl)methyl)benzonitrile